CCCCCCCCCCCCCCCCOC[C@H](COP(=O)([O-])OCC[N+](C)(C)C)OC(=O)CCCCCCC/C=C\CCCCCCCC 1-hexadecyl-2-(9Z-octadecenoyl)-sn-glycero-3-phosphocholine